CC1(CCC(CC1)=CCC1OCC(CO1)(C)C)C 2-(2-(4,4-dimethylcyclohex-ylidene)ethyl)-5,5-dimethyl-1,3-dioxan